FC(CS(=O)(=O)NC1=NC=C(C=C1)OC=1N=C(SC1C1=NC(=NC=C1)N[C@@H]1CNC[C@H](C1)F)C)(F)F 2,2,2-trifluoro-N-[5-[5-[2-[[(3S,5S)-5-fluoro-3-piperidyl]amino]pyrimidin-4-yl]-2-methyl-thiazol-4-yl]oxy-2-pyridyl]ethanesulfonamide